NCCCCCC(=O)OP([O-])([O-])=O [(6-aminohexanoyl)oxy]phosphonate